NC=1C=C(C(=NC1Cl)B(O)O)F (5-amino-6-chloro-3-Fluoropyridin-2-yl)boronic acid